1-(4,6-dibromothieno[3,4-b]thiophen-2-yl)-2-ethylhexan-1-one BrC=1SC(=C2SC(=CC21)C(C(CCCC)CC)=O)Br